C1=C(C(=CC(=C1O)O)O)C[C@@H](C(=O)O)N 6-hydroxydopa